COC1=CC=C(CCN(C(OC(C)(C)C)=O)C2CCC3=CC(=CC=C23)\C=C\C(NOC2OCCCC2)=O)C=C1 tert-butyl (E)-(4-methoxyphenethyl)(5-(3-oxo-3-(((tetrahydro-2H-pyran-2-yl)oxy)amino)prop-1-en-1-yl)-2,3-dihydro-1H-inden-1-yl)carbamate